((1s,3s)-3-Hydroxy-3-methylcyclobutyl)(7-(2-isopropoxy-3-methylpyridin-4-yl)-2-azaspiro[3.5]nonan-2-yl)methanon OC1(CC(C1)C(=O)N1CC2(C1)CCC(CC2)C2=C(C(=NC=C2)OC(C)C)C)C